8-(2,4-difluorophenoxy)-1-methyl-4,5-dihydro-1H-thieno[3,4-g]indazol-6-carboxamide FC1=C(OC=2SC(=C3CCC=4C=NN(C4C32)C)C(=O)N)C=CC(=C1)F